1-butyl-2,3-dimethyl-imidazole tetrafluoroborate salt F[B-](F)(F)F.C(CCC)N1C(N(C=C1)C)C